3-((1H-Indol-5-yl)oxy)benzonitrile N1C=CC2=CC(=CC=C12)OC=1C=C(C#N)C=CC1